C(C)(C)(C)C1=CC=C(C=C1)NC(=O)C1(C(C1)C=C)C1=CC=C(C=C1)Cl N-(4-(tert-butyl)phenyl)-1-(4-chlorophenyl)-2-vinylcyclopropane-1-carboxamide